[Fe]=S.[Al] aluminum iron sulfide